N,N-diallyl-2-chloro-acetamide C(C=C)N(C(CCl)=O)CC=C